N1(CCNCCC1)C=1N(C(C(=C(N1)C1=CC(=C(C#N)C=C1)F)C=1C=NC(=CC1)OC)=O)C 4-[2-[1,4]diazepan-1-yl-5-(6-methoxy-pyridin-3-yl)-1-methyl-6-oxo-1,6-dihydro-pyrimidin-4-yl]-2-fluorobenzonitrile